N-[1,1-dideuterio-1-(4,5,5-trideuterio-2,2-dimethyl-1,3-dioxolan-4-yl)methyl]-1H-pyrazol-3-amine [2H]C(C1(OC(OC1([2H])[2H])(C)C)[2H])([2H])NC1=NNC=C1